(E)-S-(4-((tert-butyldiphenylsilyl) oxy)-3-methylbut-2-en-1-yl) thiomethanesulfonate CS(=O)(=O)SC\C=C(\CO[Si](C1=CC=CC=C1)(C1=CC=CC=C1)C(C)(C)C)/C